1-(Benzyloxycarbonylsulfamoyl)-3-[4-[[2-(t-butoxycarbonylamino)acetyl]amino]cyclohexen-1-yl]pyrrole-2-carboxylic acid benzyl ester C(C1=CC=CC=C1)OC(=O)C=1N(C=CC1C1=CCC(CC1)NC(CNC(=O)OC(C)(C)C)=O)S(NC(=O)OCC1=CC=CC=C1)(=O)=O